2-butyl-4-oxo-1,3-diazaspiro[4.4]non-1-ene C(CCC)C1=NC2(C(N1)=O)CCCC2